C(C)C(C1(COC1)CC)OOC1=CC=CC=C1 phenoxy ethyl-(3-ethyl-3-oxetanyl-methyl) ether